FC1(CC2(C1)C[C@@H](N(CC2)CC2=C1C=CNC1=C(C=C2OC)C)C2=C(C=C(C(=O)O)C=C2)N(C)C)F 4-[(6R)-2,2-Difluoro-7-[(5-methoxy-7-methyl-1H-indol-4-yl)methyl]-7-azaspiro[3.5]nonan-6-yl]-3-(dimethylamino)benzoic acid